FC1(C=2N(CC(CC1)CO)N=C1C2CN(CC1)C(=O)OC(C)(C)C)F tert-Butyl 11,11-difluoro-8-(hydroxymethyl)-3,4,8,9,10,11-hexahydro-1H-pyrido[4',3':3,4]-pyrazolo[1,5-a]azepine-2(7H)-carboxylate